C(C)(=O)O[C@@H](C\C=C/CCCCCCCC(=O)OC1CCC(CC1)=C)CCCCCC 4-methylenecyclohexYl (R,Z)-12-acetoxyoctadec-9-enoate